OC[C@@]1(NC(CC1)=O)COC1=NC=CC2=CC(=C(C=C12)OC(C)C)C(=O)N 1-{[(2R)-2-(hydroxymethyl)-5-oxopyrrolidin-2-yl]methoxy}-7-(prop-2-yloxy)isoquinoline-6-carboxamide